OC1=NC=CC(=C1CN1C(C2=CC=CC=C2C1=O)=O)I 2-((2-hydroxy-4-iodopyridin-3-yl)methyl)isoindoline-1,3-dione